C1(CC1)C=1C(=NSC1C(=O)NC1=CC(=NC=C1)C(F)(F)F)C=1C=CC=2N(C1)C=NC2 4-cyclopropyl-3-{imidazo[1,5-a]pyridin-6-yl}-N-[2-(trifluoromethyl)pyridin-4-yl]-1,2-thiazole-5-carboxamide